C1(=CC=CC2=CC=CC=C12)C(=O)O alpha-naphthoic acid